L-α-aspartyl-L-valine N[C@@H](CC(O)=O)C(=O)N[C@@H](C(C)C)C(=O)O